1,2-dimethoxyethane ytterbium [Yb].COCCOC